[Pd].[Au].[Ag] silver-gold palladium